phenyl-N-tert-butylnitrone C1(=CC=CC=C1)C=[N+]([O-])C(C)(C)C